tert-butyl (1-(6-(4-chloro-1-methyl-3-(methylsulfonamido)-1H-indazol-7-yl)-3H-imidazo[4,5-b]pyridin-5-yl)-2-(3,5-difluorophenyl)ethyl)carbamate ClC1=C2C(=NN(C2=C(C=C1)C=1C=C2C(=NC1C(CC1=CC(=CC(=C1)F)F)NC(OC(C)(C)C)=O)NC=N2)C)NS(=O)(=O)C